3-(4-{2-[(1S,3S)-5-(3-methoxy-4-nitrobenzoyl)-5-azaspiro[2.5]octan-1-yl]ethynyl}-1-oxo-3H-isoindol-2-yl)piperidine-2,6-dione COC=1C=C(C(=O)N2C[C@]3(C[C@H]3C#CC3=C4CN(C(C4=CC=C3)=O)C3C(NC(CC3)=O)=O)CCC2)C=CC1[N+](=O)[O-]